2-((5-(7-((1-((4-acryloyl-1,4-diazepan-1-yl)sulfonyl)piperidin-4-yl)methyl)-2,7-diazaspiro[3.5]nonan-2-yl)-1,2,4-triazin-6-yl)oxy)-5-fluoro-N,N-diisopropyl-benzamide C(C=C)(=O)N1CCN(CCC1)S(=O)(=O)N1CCC(CC1)CN1CCC2(CN(C2)C=2N=CN=NC2OC2=C(C(=O)N(C(C)C)C(C)C)C=C(C=C2)F)CC1